3-((1-ethylcyclopropyl)methoxy)-1H-pyrazole C(C)C1(CC1)COC1=NNC=C1